ClC1=C(C(=O)N[C@H](C(=O)O)CC2=CC=C(C=C2)N2C(C3(C4=CC=CC(=C24)OC)CC3)=O)C(=CC=C1)Cl (S)-2-(2,6-dichlorobenzoylamino)-3-(4-(7'-methoxy-2'-oxospiro[cyclopropane-1,3'-indoline]-1'-yl)phenyl)propanoic acid